[Cu][Se]C#N.FC1=C(C(=CC=C1F)F)[C@@H]1NOCC1 (R)-3-(2,3,6-trifluorophenyl)isoxazolidine copper(I) selenocyanate